FC(C(=O)O)(F)F.C1(CCC1)CNC(=O)C=1C=C(C=NC1)C1=CC(=NC=C1)C=1NC(=C(N1)C)C N-(Cyclobutylmethyl)-2'-(4,5-dimethyl-1H-imidazol-2-yl)-3,4'-bipyridine-5-carboxamide trifluoroacetate salt